S1NC(C2=C1C=CC=C2)=O 1,2-Benzothiazol-3-on